3-methyl-3-(3,4-methylenedioxyphenyl)butyric acid CC(CC(=O)O)(C)C1=CC2=C(C=C1)OCO2